(R)-5-bromo-8-fluoro-7-(hydroxymethyl)-3-methyl-3,4-dihydroquinoxalin-2(1H)-one BrC1=C2N[C@@H](C(NC2=C(C(=C1)CO)F)=O)C